OCCCNC(C)=O N-(3-hydroxypropyl)acetamide